ethyl 6-((7-hydroxy-3-iodo-5-((methoxycarbonyl)-amino)-1H-pyrazolo[4,3-d]pyrimidin-1-yl)methyl)-5-methoxynicotinate OC=1C2=C(N=C(N1)NC(=O)OC)C(=NN2CC2=NC=C(C(=O)OCC)C=C2OC)I